trans-N1-(5-(3-ethyl-2-methyl-3H-imidazo[4,5-b]pyridin-5-yl)pyrrolo[2,1-f][1,2,4]triazin-2-yl)-N4-methylcyclohexane-1,4-diamine C(C)N1C(=NC=2C1=NC(=CC2)C=2C=CN1N=C(N=CC12)N[C@@H]1CC[C@H](CC1)NC)C